N-(3-methoxyphenethyl)piperazine-1-carboxamide COC=1C=C(CCNC(=O)N2CCNCC2)C=CC1